ClC=1C=C(C=CC1OCC1=NC=CC=C1)C1=NC2=CC=C(C(=C2C(=N1)N)OC)N (3-chloro-4-(pyridine-2-ylmethoxy)phenyl)-5-methoxyquinazoline-4,6-diamine